C(C(=C)C)(=O)O.C(C(=C)C)(=O)OCC ethyl methacrylate monomethacrylate